4-methyl-N-(4-nitrobenzylidene)benzenesulfonamide CC1=CC=C(C=C1)S(=O)(=O)N=CC1=CC=C(C=C1)[N+](=O)[O-]